FC1=C(CC=2N(C(N(N2)C)=O)CC2CCC(CC2)C(F)(F)F)C=CC=C1 5-(2-fluorobenzyl)-2-methyl-4-((4-(trifluoromethyl)cyclohexyl)methyl)-2,4-dihydro-3H-1,2,4-triazol-3-one